N1-(4-(tert-butyl)-3-(hexyloxy)phenyl)cyclohexane-1,4-diamine C(C)(C)(C)C1=C(C=C(C=C1)NC1CCC(CC1)N)OCCCCCC